[Nb].NC([C@H](CCCCN)NC([C@H](C)NC(=O)[C@H]1N(C[C@@H](C1)OC1=CC=NC=C1)C([C@@H](NC(CCCCCCCCCCCCCCC)=O)C)=O)=O)=O (2S,4R)-N-((S)-1-(((S)-1,6-diamino-1-oxohexan-2-yl)amino)-1-oxopropan-2-yl)-1-(palmitoyl-L-alanyl)-4-(pyridin-4-yloxy)pyrrolidine-2-carboxamide niobium